4-(((tert-butyldimethylsilyl)oxy)methyl)-6-(3,5-dichlorophenyl)pyridin [Si](C)(C)(C(C)(C)C)OCC1=CC=NC(=C1)C1=CC(=CC(=C1)Cl)Cl